[Si](C1=CC=CC=C1)(C1=CC=CC=C1)(C(C)(C)C)O[C@H]1C[C@@]2(CCC1)O[C@@]1(OO2)[C@H]2[C@@H](C[C@@H](C1)C2)CONC(C)=O N-(((1R,2S,3''R,4R,5'S,6R)-3''-((tert-butyldiphenylsilyl)oxy)dispiro[bicyclo[2.2.1]heptane-2,3'-[1,2,4]trioxolane-5',1''-cyclohexan]-6-yl)methoxy)acetamide